N-(6-ethylpyridin-2-yl)-7-methoxy-2-(4-oxaspiro[2.5]octan-1-yl)imidazo[1,2-a]pyridine-6-carboxamide C(C)C1=CC=CC(=N1)NC(=O)C=1C(=CC=2N(C1)C=C(N2)C2CC21OCCCC1)OC